1-(4-(5-(3,5-dichlorophenyl)-5-(trifluoromethyl)-4,5-dihydroisoxazol-3-yl)-2-fluorophenyl)-3-methylthiourea ClC=1C=C(C=C(C1)Cl)C1(CC(=NO1)C1=CC(=C(C=C1)NC(=S)NC)F)C(F)(F)F